phenyl(naphthyl)aminobiphenyl C1(=CC=CC=C1)C=1C(=C(C=CC1)C1=CC=CC=C1)NC1=CC=CC2=CC=CC=C12